F[C@@H]1[C@@H](C1)NC(=O)C1=CN=C2N1N=C(C=C2NC)NC=2C(N(C=CC2)C2=NC=C(C=C2)C(=O)O)=O 3-[(3-{[(1R,2S)-2-fluorocyclopropyl]carbamoyl}-8-(methylamino)imidazo[1,2-b]pyridazin-6-yl)amino]-2-oxo-[1,2'-bipyridine]-5'-carboxylic acid